N-(2-cyanopyridin-4-yl)-2-fluoro-6-(4-fluoro-2-methylphenoxy)-3-(trifluoromethyl)benzamide 2-hydroxypropan-1,2,3-tricarboxylate OC(CC(=O)O)(CC(=O)O)C(=O)O.C(#N)C1=NC=CC(=C1)NC(C1=C(C(=CC=C1OC1=C(C=C(C=C1)F)C)C(F)(F)F)F)=O